(S)-8-chloro-4-((3-chloro-4-fluorophenyl)amino)-6-(((1-isopropyl-1H-1,2,3-triazol-4-yl)(thiazol-4-yl)methyl)amino)quinoline-3-carbonitrile ClC=1C=C(C=C2C(=C(C=NC12)C#N)NC1=CC(=C(C=C1)F)Cl)N[C@@H](C=1N=CSC1)C=1N=NN(C1)C(C)C